methyl N-{[(2R)-pyrrolidin-2-yl]methyl}-N-{1-[3-(trifluoromethyl)phenyl]cyclobutyl}carbamate N1[C@H](CCC1)CN(C(OC)=O)C1(CCC1)C1=CC(=CC=C1)C(F)(F)F